3-((1R,5S)-3-(8-fluoro-7-(3-hydroxynaphthalen-1-yl)-2-((tetrahydro-1H-pyrrolizin-7a(5H)-yl)methoxy)quinazolin-4-yl)-3,8-diazabicyclo[3.2.1]octan-8-yl)-3-oxopropanenitrile FC=1C(=CC=C2C(=NC(=NC12)OCC12CCCN2CCC1)N1C[C@H]2CC[C@@H](C1)N2C(CC#N)=O)C2=CC(=CC1=CC=CC=C21)O